FC1=C(C=CC(=C1)C1=NN(C=N1)C1=CC=C(C=C1)OC(F)(F)F)NC(=O)\N=C\1/SCC(N1C1=C(C=CC(=C1)C)CCC)=O (Z)-1-(2-fluoro-4-(1-(4-(trifluoromethoxy)phenyl)-1H-1,2,4-triazol-3-yl)phenyl)-3-(3-(5-methyl-2-propylphenyl)-4-oxothiazolidin-2-ylidene)urea